(S)-4-(4-methyl-6-(2-methylpyrrolidin-1-yl)pyridinecarboxamido)benzoic acid CC1=CC(=NC(=C1)N1[C@H](CCC1)C)C(=O)NC1=CC=C(C(=O)O)C=C1